N-[(4-cyclopropyl-3-fluorophenyl)(phenyl)methyl]-4-fluoro-1-[2-(1H-1,2,3-triazol-5-yl)acetyl]pyrrolidine-2-carboxamide C1(CC1)C1=C(C=C(C=C1)C(NC(=O)C1N(CC(C1)F)C(CC1=CN=NN1)=O)C1=CC=CC=C1)F